FC1=CC=C(C=C1)C1=C(N=C(C2=CC3=C(C=C12)C=NN3C3OCCCC3)CC[C@H](C(=O)[O-])C)C3CCOCC3 (2R)-3-[5-(4-fluorophenyl)-1-tetrahydropyran-2-yl-6-tetrahydropyran-4-yl-pyrazolo[4,3-g]Isoquinolin-8-yl]Methyl-2-methyl-propionate